1,4-Diacetylbenzene C(C)(=O)C1=CC=C(C=C1)C(C)=O